7-chloro-8-methyl-2-(methylsulfanyl)-4-{[(1-{[2-(trimethylsilyl)ethoxy]methyl}pyrrolo[2,3-b]pyridin-3-yl)methyl]amino}pyrano[4,3-d]pyrimidin-5-one ClC1=C(C=2N=C(N=C(C2C(O1)=O)NCC1=CN(C2=NC=CC=C21)COCC[Si](C)(C)C)SC)C